COC(=O)C1=CC2=C(N(C(=N2)C=2N3C(C(NC=4C(=CC=C(C2)C34)C#N)=O)C3CC3)C)C(=C1)F 2-(7-cyano-11-cyclopropyl-10-oxo-1,9-diazatricyclo[6.3.1.04,12]dodeca-2,4,6,8(12)-tetraen-2-yl)-7-fluoro-1-methyl-benzimidazole-5-carboxylic acid methyl ester